Cl.ClC1=C(C(=O)NC2=C3C=NN(C3=CC=C2)C2=CC(=NC=C2)C)C=C(C=C1)CNC(C(C)(C)C)=O 2-Chloro-5-{[(2,2-dimethylpropanoyl)amino]methyl}-N-[1-(2-methylpyridin-4-yl)-1H-indazol-4-yl]benzamide hydrochloride